FC(CCNC1=CC=C(C=C1)C1=CC=C(C=N1)C(=O)NCC=1C=NC=CC1)F 6-[4-(3,3-difluoropropylamino)phenyl]-N-(3-pyridylmethyl)pyridine-3-carboxamide